C(C)OC1=CC=C(C=C1)C1=CN=CC=N1 6-(4-ethoxyphenyl)pyrazine